C(C)(C)(C)OC(=O)N1C[C@H](CC1)N1N=C(C2=CC(=CC=C12)Br)CO (S)-3-(5-bromo-3-(hydroxymethyl)-1H-indazol-1-yl)pyrrolidine-1-carboxylic acid tert-butyl ester